4-[(furan-2-yl-methyl)-amino-1,3-dioxo-1,3-dihydro-isoindol-2-yl]-pentanedioic acid O1C(=CC=C1)CC=1C(=C2C(N(C(C2=CC1)=O)C(CCC(=O)O)C(=O)O)=O)N